FC(C=1C(=NC=CC1)CNC(=O)C=1N=C(OC1)C=C)(F)F N-((3-trifluoromethylpyridin-2-yl)methyl)-2-vinyloxazole-4-carboxamide